C(C)(C)(C)OC(=O)N1[C@H](CCC1)CN (R)-1-tert-butoxycarbonyl-2-(aminomethyl)pyrrolidine